(4-(azetidin-3-yl)-1H-1,2,3-triazol-1-yl) methylpentanoate CC(C(=O)ON1N=NC(=C1)C1CNC1)CCC